FC(C1=CC2=C(C=N1)NC=N2)(F)F 6-(trifluoromethyl)-3H-imidazo[4,5-c]pyridine